N-β-aminoethylphosphorylguanidine NCCP(=O)=NC(=N)N